[Ga]=[Se] GALLIUM SELENID